FC1=C(C=CC=C1)C1=NC=CC(=C1)NC1=NC=NC(=C1)NC1=C(C=C(C(=C1)C=1C=NN(C1)C)N1CCC(CC1)N1CCN(CC1)C)OC N4-(2-(2-fluorophenyl)pyridin-4-yl)-N6-(2-methoxy-5-(1-methyl-1H-pyrazol-4-yl)-4-(4-(4-methylpiperazin-1-yl)piperidin-1-yl)phenyl)pyrimidine-4,6-diamine